1-benzyl-isoquinoline C(C1=CC=CC=C1)C1=NC=CC2=CC=CC=C12